BrCC(=O)C1=CC=C(C=C1)C(F)(F)F 2-bromo-1-[4-(trifluoromethyl)-phenyl]ethane-1-one